2-amino-1-(3-((5-fluoropyridin-2-yl)amino)-8,8-dimethyl-2-(3,4,5-trifluorophenyl)-5,6-dihydroimidazo[1,2-a]pyrazin-7(8H)-yl)ethan-1-one NCC(=O)N1C(C=2N(CC1)C(=C(N2)C2=CC(=C(C(=C2)F)F)F)NC2=NC=C(C=C2)F)(C)C